chloro-7-fluoro-3-(1H-imidazol-1-yl)-5-methoxy-2-(5-(trifluoromethyl)-4H-1,2,4-triazol-3-yl)-1H-indole ClN1C(=C(C2=CC(=CC(=C12)F)OC)N1C=NC=C1)C1=NN=C(N1)C(F)(F)F